N-vinylpyrrolidinone C=CN1CCCC1=O